NCC=1C=NC(=NC1)C1=C(C=C(C#N)C=C1)OC1=NC(=NC(=C1)N1[C@@H](CCC1)C)C 4-[5-(aminomethyl)pyrimidin-2-yl]-3-[2-methyl-6-[(2R)-2-methylpyrrolidin-1-yl]pyrimidin-4-yl]oxybenzonitrile